C(C(=C)C)(=O)OCCOC=1C(=CC=CC1)C1=CC=CC=C1 2-(2-Biphenyloxy)ethyl methacrylate